2,4,4-tetramethyl-1,3-cyclobutanedione CC1(C(=O)C(C1=O)(C)C)C